(S)-2-((1-(2-(bis(4-isopropylphenyl)methyl)-2-methylhydrazineyl)-1-oxopropan-2-yl)carbamoyl)-4-methoxypyridin-3-yl butyrate C(CCC)(=O)OC=1C(=NC=CC1OC)C(N[C@H](C(=O)NN(C)C(C1=CC=C(C=C1)C(C)C)C1=CC=C(C=C1)C(C)C)C)=O